methyl 2,3,4,9-tetrahydro-1H-carbazole-3-carboxylate C1CC(CC=2C3=CC=CC=C3NC12)C(=O)OC